ClC1=CN=C2N1N=C(C=C2)C2=CNC=1N=C(N=CC12)CC1CCC1 5-(3-chloroimidazo[1,2-b]pyridazin-6-yl)-2-(cyclobutylmethyl)-7H-pyrrolo[2,3-d]pyrimidine